CC1=NC(=NO1)C1CCN(CC1)C(=O)C=1C=C(C(=NC1C(F)(F)F)OCC1=CC=C(C=C1)C(F)(F)F)C(N)=S 5-[4-(5-Methyl-1,2,4-oxadiazol-3-yl)piperidine-1-carbonyl]-6-(trifluoromethyl)-2-[[4-(trifluoromethyl)phenyl]methoxy]pyridine-3-carbothioamide